[3-methyl-4-[(E)-3-[6-[4-(2-methylprop-2-enoyloxy)-3-(2-methylprop-2-enoyloxymethyl)butoxy]-2-naphthyl]prop-2-enoyl]oxyphenyl] 4-(2-methylprop-2-enoyloxy)benzoate CC(C(=O)OC1=CC=C(C(=O)OC2=CC(=C(C=C2)OC(\C=C\C2=CC3=CC=C(C=C3C=C2)OCCC(COC(C(=C)C)=O)COC(C(=C)C)=O)=O)C)C=C1)=C